C1=CC=CC=2C3=CC=CC=C3C(C12)COC(=O)N[C@@H](CC(=O)O)CN=[N+]=[N-] (S)-3-(9-Fluorenylmethyloxy-carbonyl)amino-4-azido-butanoic acid